deoxythymidine-5'-tetraphosphate P(O)(=O)(OP(=O)(O)OP(=O)(O)OP(=O)(O)O)OC[C@@H]1[C@H](C[C@@H](O1)N1C(=O)NC(=O)C(C)=C1)O